ClC12CC3(CC(C4=C(C(C1)C3)C=CC=C4)C2)NC(=O)NC2CCNCC2 1-(9-chloro-5,6,8,9,10,11-hexahydro-7H-5,9:7,11-dimethanobenzo[9]annulen-7-yl)-3-(piperidin-4-yl)urea